1-(4-chloropyrimidin-2-yl)-1,7-diazaspiro[3.5]nonane trifluoroacetate FC(C(=O)O)(F)F.ClC1=NC(=NC=C1)N1CCC12CCNCC2